C(#N)C1=CC=C(C=C1)NC(C1=CC(=C(C=C1)N1CCCCC1)[N+](=O)[O-])=O N-(4-cyanophenyl)-3-nitro-4-(piperidin-1-yl)benzamide